(2S)-Isopropyl 2-((4-chlorophenoxy)((4-formyl-5-hydroxy-6-methylpyridin-3-yl)methoxy)phosphorylamino)propanoate ClC1=CC=C(OC(OP(=O)=N[C@H](C(=O)OC(C)C)C)C=2C=NC(=C(C2C=O)O)C)C=C1